C(C)(C)C1=NNC(C2=CC=C(C=C12)C#N)=O 4-isopropyl-1-oxo-1,2-dihydrophthalazine-6-carbonitrile